(R)-N-((2-(6-((1-methyl-2-oxoazepan-3-yl)amino)pyridin-2-yl)-1,6-naphthyridin-7-yl)methyl)-5-(methylsulfonyl)nicotinamide CN1C([C@@H](CCCC1)NC1=CC=CC(=N1)C1=NC2=CC(=NC=C2C=C1)CNC(C1=CN=CC(=C1)S(=O)(=O)C)=O)=O